C(C)(C)(C)OC(=O)N1CC[C@@H](CCC1)OC=1C=2N(C=C(N1)Br)N=CN2.[SiH2]2CC(C2)NC2=CC(=C1CNC(C1=C2)=O)C2=CC=C(C=C2)OC2=CC=CC=C2 6-((silacyclobutan-3-yl)amino)-4-(4-phenoxyphenyl)isoindolin-1-one tert-butyl-(4R)-4-[(6-bromo-[1,2,4]triazolo[1,5-a]pyrazin-8-yl)oxy]azepane-1-carboxylate